C[C@H]1[C@H](C2=NC=CC=C2OC2=C1C=CC=C2)CN |o1:1,2| ((10S*,11S*)-10-methyl-10,11-dihydrobenzo[6,7]oxepino[3,2-b]pyridin-11-yl)methanamine